methyl 3-((3-butyl-2-methyl-7-(methylthio)-1,1-dioxido-5-phenyl-2,3,4,5-tetrahydro-1,2,5-benzothiadiazepin-8-yl)oxy)-2,2-dimethylpropanoate C(CCC)C1N(S(C2=C(N(C1)C1=CC=CC=C1)C=C(C(=C2)OCC(C(=O)OC)(C)C)SC)(=O)=O)C